FC=1C(=C2C(=NC1)NN=C2)C=2C(=NN1C2CCC(C1)(C)CF)C1=NC=C(C=C1)F 5-fluoro-4-[6-(fluoromethyl)-2-(5-fluoro-2-pyridyl)-6-methyl-5,7-dihydro-4H-Pyrazolo[1,5-a]Pyridin-3-yl]-1H-pyrazolo[3,4-b]Pyridine